CN1C(=NN=C1)C1CCN(CC1)C1=C(C#N)C=CC=C1C=1C=NC=CC1 [4-(4-methyl-4H-1,2,4-triazol-3-yl)piperidin-1-yl]-3-(pyridin-3-yl)benzonitrile